C(C(=C)C)(=O)O.O(C1=CC=CC=C1)C(CO)OCCOCCOCCOCCOCCOCCOCCOCCO 2-phenoxynonaethylene glycol methacrylate